Cl.C(CCC)NC(NC(N)=N)=N N5-butyl-Biguanide Hydrochloride